OC1=C(C=O)C(=CC=C1)OC[C@@H]1N(CCCC1)C(C1=C(N=CC=C1)CCO)=O (R)-2-hydroxy-6-((1-(2-(2-hydroxyethyl)-nicotinoyl)piperidin-2-yl)methoxy)benzaldehyde